2-((3-(6-((4-(methylsulfonyl)benzyl)oxy)pyridin-2-yl)-3,8-diazabicyclo[3.2.1]octan-8-yl)methyl)-1-(((S)-oxetan-2-yl)methyl)-1H-benzo[d]imidazole-6-carboxylic acid CS(=O)(=O)C1=CC=C(COC2=CC=CC(=N2)N2CC3CCC(C2)N3CC3=NC2=C(N3C[C@H]3OCC3)C=C(C=C2)C(=O)O)C=C1